bis(7-tridecyl)perylene-3,4,9,10-tetracarboxylic acid diimide CCCCCCC(CCCCCC)C1=C(C=2C3=CC=C(C=4C(=CC=C(C5=CC=C(C(=C1C(O)=N)C52)C(O)=N)C43)C(=O)O)C(=O)O)C(CCCCCC)CCCCCC